ethyl 2-(3-hydroxy-cyclobutyl)acetate OC1CC(C1)CC(=O)OCC